3-[4-(2,3-dihydro-4H-1,4-benzothiazin-4-ylmethyl)phenyl]-5-(trifluoromethyl)-4,5-dihydro-1,2-oxazol-5-ol S1CCN(C2=C1C=CC=C2)CC2=CC=C(C=C2)C2=NOC(C2)(O)C(F)(F)F